N(=[N+]=[N-])[C@@H](C(=O)OCC)[C@@H]1CC[C@@H](N1C)C(=O)OC(C)(C)C (2R,5S)-tert-butyl 5-((R)-1-azido-2-ethoxy-2-oxoethyl)-1-methylpyrrolidine-2-carboxylate